(E)-4-((4-nitrophenyl)diazenyl)benzene-1,3-diamine [N+](=O)([O-])C1=CC=C(C=C1)/N=N/C1=C(C=C(C=C1)N)N